C(CCSCCSCCCS)S 4,7-dithiadecane-1,10-dithiol